2-(3-(2,4-dioxotetrahydropyrimidin-1(2H)-yl)phenoxy)acetic acid O=C1N(CCC(N1)=O)C=1C=C(OCC(=O)O)C=CC1